1-(3-(5-amino-1,3,4-thiadiazol-2-yl)prop-2-ynyl)-3-(2,4-bis(trifluoromethyl)phenyl)-7-fluoro-4,5-dihydro-1H-benzo[b]azepin-2(3H)-one NC1=NN=C(S1)C#CCN1C2=C(CCC(C1=O)C1=C(C=C(C=C1)C(F)(F)F)C(F)(F)F)C=C(C=C2)F